ClC=1C=CC2=C(CC3(CC=4N2C(=NN4)N4CCN(CC4)C4=NC=CC=C4Cl)OCCO3)C1 8'-Chloro-1'-[4-(3-chloropyridin-2-yl)piperazin-1-yl]-4'H,6'H-spiro[1,3-dioxolan-2,5'-[1,2,4]triazolo[4,3-a][1]benzazepin]